C(C1=CC=CC=C1)OC=1C=C(C=CC1)CN1C=NC2=CC=C(C=C2C1=O)C=1C=NNC1 3-[(3-Benzyloxyphenyl)methyl]-6-(1H-pyrazol-4-yl)quinazolin-4-one